CN1C(=NC=C1)COC=1C=NC(=NC1)NC1CCC(CC1)OC1=C2C=CC=NC2=CC(=N1)N1CCOCC1 5-((1-methyl-1H-imidazol-2-yl)methoxy)-N-((1s,4s)-4-((7-morpholino-1,6-naphthyridin-5-yl)oxy)cyclohexyl)pyrimidin-2-amine